trishexylamine C(CCCCC)N(CCCCCC)CCCCCC